(E)-N-(4-(1-(6-(4-(8-((2-(2,6-dioxopiperidin-3-yl)-1,3-dioxoisoindolin-4-yl)oxy)octyl)piperazin-1-yl)nicotinoyl)piperidin-4-yl)butyl)-3-(pyridin-3-yl)acrylamide O=C1NC(CCC1N1C(C2=CC=CC(=C2C1=O)OCCCCCCCCN1CCN(CC1)C1=NC=C(C(=O)N2CCC(CC2)CCCCNC(\C=C\C=2C=NC=CC2)=O)C=C1)=O)=O